1-(4-methoxybenzyl)-3-(4-(methylsulfonyl)piperazin-1-yl)pyrazin-2(1H)-one COC1=CC=C(CN2C(C(=NC=C2)N2CCN(CC2)S(=O)(=O)C)=O)C=C1